1-monofluoro-chloroethylene FC(=C)Cl